5-Fluoro-1-((4aR,6R,7aS)-2-(non-5-yloxy)-2-oxotetrahydro-4H-furo[3,2-d][1,3,2]dioxaphosphorin-6-yl)pyrimidine-2,4(1H,3H)-dione FC=1C(NC(N(C1)[C@H]1C[C@@H]2OP(OC[C@H]2O1)(=O)OC(CCCC)CCCC)=O)=O